2-(4-chloro-1-isopropyl-1H-pyrazol-5-yl)-4-((6-(1-ethyl-4-(trifluoromethyl)-1H-imidazol-2-yl)pyridin-3-yl)methyl)-6,7-dihydropyrazolo[1,5-a]pyrimidin-5(4H)-one ClC=1C=NN(C1C1=NN2C(N(C(CC2)=O)CC=2C=NC(=CC2)C=2N(C=C(N2)C(F)(F)F)CC)=C1)C(C)C